[Br-].OC1=CC(=CC=2C(C3=CC=CC(=C3C(C12)=O)O)=O)C(=O)OCCCC1=CC=[N+](C=C1)CC1=CC=C(C=C1)OC(F)(F)F (4-(3-((4,5-dihydroxy-9,10-dioxo-9,10-dihydro-anthracene-2-carbonyl)oxy)propyl)-1-(4-(trifluoromethoxy)benzyl)pyridin-1-ium) bromide salt